(E)-3-(2-ethylpyrimidin-4-yl)prop-2-enoic acid C(C)C1=NC=CC(=N1)/C=C/C(=O)O